C1(CC1)C=1SC=C(N1)C=1C(=CC(=C(C1)NC(=O)C=1C=NN2C1C=CC(=C2)F)C)F N-[5-(2-Cyclopropyl-1,3-thiazol-4-yl)-4-fluoro-2-methylphenyl]-6-fluoropyrazolo[1,5-a]pyridine-3-carboxamide